3,5-diphenylphenylboronic acid C1(=CC=CC=C1)C=1C=C(C=C(C1)C1=CC=CC=C1)B(O)O